BrC=1C=C(C=CC1)COC1=C(C=C(C=C1)C)Cl [(3-Bromophenyl)methoxy]-2-chloro-4-methylbenzene